1-(5-((4-(2,3-difluoropyridin-4-yl)piperazin-1-yl)methyl)-1-oxoisoindolin-2-yl)dihydropyrimidine-2,4(1H,3H)-dione FC1=NC=CC(=C1F)N1CCN(CC1)CC=1C=C2CN(C(C2=CC1)=O)N1C(NC(CC1)=O)=O